(5-iodopyrimidin-2-yl)-1,6-diazaspiro(3.3)heptane IC=1C=NC(=NC1)N1CCC12CNC2